CC(CC(=O)N1CCN(CC1)C1=CC=C(C=C1)C=1C=2N(C=C(C1)O)N=CC2C#N)(C)C 4-(4-(4-(3,3-dimethylbutyryl)piperazin-1-yl)phenyl)-6-hydroxypyrazolo[1,5-a]pyridine-3-carbonitrile